CN(C)COC(CCCCCC=CCCCCCCCCCCCCCCCCCC)=O [(dimethylamino)methyl]hexacos-7-enoate